2',6'-Dimethoxy-biphenyl COC1=C(C(=CC=C1)OC)C1=CC=CC=C1